C12(CC3CC(CC(C1)C3)C2)C=2C=CC=3NC1=CC=CC=C1C3C2 3-(1-adamantyl)-9H-carbazole